OC(C)(C)C=1C(N(C=CC1)C=1C=NC(=CC1)N[C@@H]1C[C@H](CC1)NC1=NN2C(C=C(C=C2)C(F)(F)F)=N1)=O 3-(2-Hydroxypropan-2-yl)-6'-(((1S,3S)-3-((7-(trifluoromethyl)-[1,2,4]triazolo[1,5-a]pyridin-2-yl)amino)cyclopentyl)amino)-2H-[1,3'-bipyridyl]-2-one